6-(benzyloxy)imidazo[1,2-a]pyridine-5-carboxylic acid C(C1=CC=CC=C1)OC=1C=CC=2N(C1C(=O)O)C=CN2